C1(CC1)OC=1C=C(C(=O)O)C=CC1C1=CN(C2=NC=C(C=C21)C2=C(N=NN2C)C)C2CCOCC2 3-cyclopropoxy-4-(5-(1,4-dimethyl-1H-1,2,3-triazol-5-yl)-1-(tetrahydro-2H-pyran-4-yl)-1H-pyrrolo[2,3-b]pyridin-3-yl)benzoic acid